C1(CC1)C1=C(C=C(C=C1)C(NC(=O)C1N(CC(C1)F)C(CN1C(N(C2=C1C=CC=C2)C)=O)=O)C2=CC=CC=C2)F N-[(4-cyclopropyl-3-fluorophenyl)(phenyl)methyl]-4-fluoro-1-[2-(3-methyl-2-oxo-2,3-dihydro-1H-1,3-benzodiazol-1-yl)acetyl]pyrrolidine-2-carboxamide